NCCNC1=C2C=CC=C(C2=CC=C1)S(=O)(=O)O 5-(2'-aminoethyl)aminonaphthalene-1-sulphonic acid